FC1(CCN(CC1)C1=NC(=CC(=N1)C(=O)NNC(C1=C(C=C(C=C1)I)N1CCC2(CC2)CC1)=O)C)F 2-(4,4-Difluoropiperidin-1-yl)-N'-(4-iodo-2-(6-azaspiro[2.5]octan-6-yl)benzoyl)-6-methylpyrimidine-4-carbohydrazide